O[C@@H]1[C@@H](N(C[C@@H]([C@H]1O)O)C[C@@H]1CN(CC1)C=O)CO ((R)-3-(((2S,3R,4R,5S)-3,4,5-trihydroxy-2-(hydroxymethyl)piperidin-1-yl)methyl)pyrrolidin-1-yl)methanone